2-((1S,2S)-1-(2-chlorophenyl)-1-(3-methyl-1H-pyrazol-1-yl)propan-2-yl)-5-hydroxy-N-(isoxazol-4-yl)-1-methyl-6-oxo-1,6-dihydropyrimidine-4-carboxamide ClC1=C(C=CC=C1)[C@H]([C@H](C)C=1N(C(C(=C(N1)C(=O)NC=1C=NOC1)O)=O)C)N1N=C(C=C1)C